methyl N-[5-[6-[(3-ethoxy-4-fluoro-benzoyl)-methyl-amino]imidazo[1,2-a]pyridin-3-yl]-2-pyridyl]carbamate C(C)OC=1C=C(C(=O)N(C=2C=CC=3N(C2)C(=CN3)C=3C=CC(=NC3)NC(OC)=O)C)C=CC1F